The molecule is an organic anion that is the conjugate base of 2-chloro-6-hydroxy-1,4-benzoquinone, obtained from the deprotonation of the hydroxy group. Major microspecies at pH 7.3. It is a conjugate base of a 2-chloro-6-hydroxy-1,4-benzoquinone. C1=C(C(=O)C(=CC1=O)Cl)[O-]